4-nitro-2-(1-(2-methoxyethyl)-3-methyl-2,6-dioxopiperidin-3-yl)-isoindolin-1,3-dione [N+](=O)([O-])C1=C2C(N(C(C2=CC=C1)=O)C1(C(N(C(CC1)=O)CCOC)=O)C)=O